Cl.NC\C=C(\CN1N=NC2=C1C=C(C=C2C2=CC(=CC=C2)S(=O)(=O)N2CCCCC2)C(=O)OC)/F Methyl (Z)-1-(4-amino-2-fluorobut-2-en-1-yl)-4-(3-(piperidin-1-ylsulfonyl)phenyl)-1H-benzo[d][1,2,3]triazole-6-carboxylate hydrochloride